((1H-pyrrolo[2,3-b]pyridin-6-yl)methyl)-1-(5-(5-chloro-2-methoxypyridin-4-yl)-1H-pyrazole-3-carbonyl)piperidine-4-carboxamide N1C=CC=2C1=NC(=CC2)CC2N(CCC(C2)C(=O)N)C(=O)C2=NNC(=C2)C2=CC(=NC=C2Cl)OC